(R)-3-(6-(1-(tert-butoxycarbonyl)-3-methyl-1H-pyrrolo[2,3-b]pyridine-5-yl)-2-(methylsulfonyl)-1,2,3,4-tetrahydroisoquinolin-8-yl)morpholine-4-carboxylic acid tert-butyl ester C(C)(C)(C)OC(=O)N1[C@@H](COCC1)C=1C=C(C=C2CCN(CC12)S(=O)(=O)C)C=1C=C2C(=NC1)N(C=C2C)C(=O)OC(C)(C)C